2-(1-((2-Chloro-6-fluorophenyl)thio)-8-((1,1,1-trifluoropropan-2-yl)oxy)isoquinolin-6-yl)-4-ethyl-5-(hydroxymethyl)-2,4-dihydro-3H-1,2,4-triazol-3-one ClC1=C(C(=CC=C1)F)SC1=NC=CC2=CC(=CC(=C12)OC(C(F)(F)F)C)N1N=C(N(C1=O)CC)CO